ClC1=C(C(=NC=C1)C)[N+](=O)[O-] 4-chloro-2-methyl-3-nitropyridine